(E)-1-chloro-2,3,3-trifluoro-1-propene Cl\C=C(/C(F)F)\F